2-fluoro-6,7-dihydrospiro[cyclopenta[e]pyrazolo[1,5-a]pyrimidine-8,1'-cyclopropane]-6-carboxamide FC1=NN2C(N=CC3=C2C2(CC2)CC3C(=O)N)=C1